O1CCOC2=C1C=CC(=C2)C=CC=O 3-(2,3-dihydrobenzo[E][1,4]dioxin-6-yl)prop-2-en-1-one